tert-butyl N-[1-[(2S,4S)-4-(5-ethyl-1,2-thiazole-3-carboxamido)-2-methylpiperidine-1-sulfonyl]Piperidin-4-yl]Carbamate C(C)C1=CC(=NS1)C(=O)N[C@@H]1C[C@@H](N(CC1)S(=O)(=O)N1CCC(CC1)NC(OC(C)(C)C)=O)C